C(=O)[C@H]1N(CCOC1)C(=O)OC(C)(C)C tert-butyl (3S)-3-formylmorpholine-4-carboxylate